CN(C)C[C@H]1NCCC1 (S)-N,N-dimethyl-1-(pyrrolidin-2-yl)methylamine